(S)-tert-butyl (2-(2-methylpiperidin-1-yl)ethyl)carbamate C[C@@H]1N(CCCC1)CCNC(OC(C)(C)C)=O